ClC=1C=C(C(=NC1)OC)S(=O)(=O)NC1=C(C(=C(C=C1)F)C=1C=C2C=NC(=NC2=CC1)NC1CCC(CC1)N(C)C)F 5-chloro-N-(3-(2-((4-(dimethylamino)cyclohexyl)amino)quinazolin-6-yl)-2,4-difluorophenyl)-2-methoxypyridine-3-sulfonamide